C(C1=CC=CC=C1)OC=1C(=NC=NC1OCC1=CC=CC=C1)CN (5,6-bis(benzyloxy)pyrimidin-4-yl)methanamine